COC(C=C1C(N(CC1)C(=O)OC(C)(C)C)C(=O)OCC)=O 1-tert-butyl 2-ethyl 3-(2-methoxy-2-oxoethylidene)pyrrolidine-1,2-dicarboxylate